C1(CC1)C=1C(=NC(=NC1)NC=1C(=NN(C1)C1CCN(CC1)C)C)NCCCN1CCOCCC1=O 4-(3-((5-cyclopropyl-2-((3-methyl-1-(1-methylpiperidin-4-yl)-1H-pyrazol-4-yl)amino)pyrimidin-4-yl)amino)propyl)-1,4-oxazepan-5-one